N-((1-(4-(trifluoromethoxy)phenyl)-1H-indazol-3-yl)methyl)propionamide FC(OC1=CC=C(C=C1)N1N=C(C2=CC=CC=C12)CNC(CC)=O)(F)F